di(N-succinimidyl) 4,7,10,13,16-pentaoxanonadecanedioate C1CC(=O)N(C1=O)OC(=O)CCOCCOCCOCCOCCOCCC(=O)ON2C(=O)CCC2=O